tert-butyl (5S,5aS,6S,9R)-2-chloro-1-fluoro-12-(methylsulfinyl)-5-propyl-5a,6,7,8,9,10-hexahydro-5H-4-oxa-3,10a,11,13,14-pentaaza-6,9-methanonaphtho[1,8-ab]heptalene-14-carboxylate ClC=1C(=C2N=C(N=C3C2=C(O[C@H]([C@@H]2[C@@H]4CC[C@H](CN32)N4C(=O)OC(C)(C)C)CCC)N1)S(=O)C)F